3-((1R,5S,6r)-6-(5-((7-methyl-6-oxo-6,7-dihydro-1H-purin-1-yl)methyl)-1,2,4-oxadiazol-3-yl)-3-azabicyclo[3.1.0]hexan-3-yl)benzonitrile CN1C=NC=2N=CN(C(C12)=O)CC1=NC(=NO1)C1[C@H]2CN(C[C@@H]12)C=1C=C(C#N)C=CC1